6-methylenepyridine C=C1C=CC=CN1